(±)-4-hydrazinyl-1-methylazepane hydrogen chloride Cl.N(N)[C@H]1CCN(CCC1)C |r|